tertbutyl 6-[6-[2-cyano-3-[[ethyl(methyl)sulfamoyl]amino]-6-fluoro-phenoxy]-4-oxo-quinazolin-3-yl]-2-azaspiro[3.3]heptane-2-carboxylate C(#N)C1=C(OC=2C=C3C(N(C=NC3=CC2)C2CC3(CN(C3)C(=O)OC(C)(C)C)C2)=O)C(=CC=C1NS(N(C)CC)(=O)=O)F